ClC1=CC(=C(C(=O)NC2=CC(NC=C2)=O)C=C1Cl)OC1=CC=C(C=C1)F 4,5-dichloro-2-(4-fluorophenoxy)-N-(2-oxo-1,2-dihydropyridin-4-yl)benzamide